(1S,4s)-4-(2-((R)-3,3-difluorocyclopentylamino)-8-(2,4,6-trifluorophenylamino)-9H-purin-9-yl)cyclohexanecarboxamide FC1(C[C@H](CC1)NC1=NC=C2N=C(N(C2=N1)C1CCC(CC1)C(=O)N)NC1=C(C=C(C=C1F)F)F)F